(n-butyl)1,3,3,3-tetrafluoropropyl telluride C(CCC)C(CC(F)(F)F)(F)[Te]C(CC(F)(F)F)(CCCC)F